C(CCCCC(C)C)[SiH]([SiH2][SiH3])[O-] isooctyl-trisilanolate